OCCN(CC(C)O)C 1-((2-hydroxyethyl)(methyl)amino)propan-2-ol